acryloyloxyhexyl-dimethylethoxysilane C(C=C)(=O)OCCCCCC[Si](OCC)(C)C